3-[5-[4-(hydroxymethyl)piperidin-1-yl]-3-oxo-1H-isoindol-2-yl]piperidine-2,6-dione OCC1CCN(CC1)C=1C=C2C(N(CC2=CC1)C1C(NC(CC1)=O)=O)=O